3-oxabicyclo[3.2.1]octane C12COCC(CC1)C2